Isoquinoline-1,3-dione C1(NC(CC2=CC=CC=C12)=O)=O